OC(C(=O)O)(C1=CC=CC=C1)C1=CC=CC=C1 2-hydroxy-2,2-diphenylacetic acid